8-(2-(4-acryloylpiperazin-1-yl)ethyl)-2-((4-(4-methylpiperazin-1-yl)phenyl)amino)pyrido[2,3-d]pyrimidin-7(8H)-one TFA salt OC(=O)C(F)(F)F.C(C=C)(=O)N1CCN(CC1)CCN1C(C=CC2=C1N=C(N=C2)NC2=CC=C(C=C2)N2CCN(CC2)C)=O